C[C@H]1C(C(CCC1)=O)C(=O)OC methyl (2R)-2-methyl-6-oxocyclohexane-1-carboxylate